N-(3-{6-[(1R)-2-cyclopropyl-1-hydroxyethyl]-4-methylpyridin-3-yl}-1-methyl-2-oxo-1,6-naphthyridin-7-yl)cyclopropanecarboxamide C1(CC1)C[C@@H](O)C1=CC(=C(C=N1)C=1C(N(C2=CC(=NC=C2C1)NC(=O)C1CC1)C)=O)C